methyl-allyl isocyanate CC=CCN=C=O